4-(2,3-difluoro-4-methylphenyl)-N-[(3R)-1-methylpiperidin-3-yl]phthalazin-1-amine FC1=C(C=CC(=C1F)C)C1=NN=C(C2=CC=CC=C12)N[C@H]1CN(CCC1)C